CC=1C=C(C=CC1C)[O-] 3,4-dimethylphenolate